NC(C)(C)C=1C=C(C=CC1)NC(=O)C=1C(=NC2=CC=CC=C2C1)N1CCC(CCC1)(F)F N-(3-(2-aminopropan-2-yl)phenyl)-2-(4,4-difluoroazepan-1-yl)quinoline-3-carboxamide